8-(tert-butyl)-4-(difluoromethoxy)-N-(2,4-dimethoxybenzyl)-2-methoxy-8,9-dihydrobenzo[4,5]imidazo[1,2-a]pyridin-6(7H)-imine C(C)(C)(C)C1CC2=C(N=C3N2C=C(C=C3OC(F)F)OC)C(C1)=NCC1=C(C=C(C=C1)OC)OC